3-(4-Chloro-phenyl)-adamantane-1-carboxylic acid (2-morpholin-4-yl-ethyl)-amide N1(CCOCC1)CCNC(=O)C12CC3(CC(CC(C1)C3)C2)C2=CC=C(C=C2)Cl